N2-[2-[2-(2-aminoethoxy)ethoxy]ethyl]-N4-cyclopropyl-6-(2,4,6-trimethylphenyl)-1,3,5-triazine-2,4-diamine NCCOCCOCCNC1=NC(=NC(=N1)NC1CC1)C1=C(C=C(C=C1C)C)C